C1CC12C(NC2)COC=2C=NN(C2C2=CC=1N(C=C2)N=C(C1)NC(=O)C1CC1)C N-(5-(4-((5-Azaspiro[2.3]hexan-4-yl)methoxy)-1-methyl-1H-pyrazol-5-yl)pyrazolo[1,5-a]pyridin-2-yl)cyclopropanecarboxamide